[C@@H]12CNC[C@H]2C1NC(OC(C)(C)C)=O tert-butyl (1R,5S,6r)-3-azabicyclo[3.1.0]hexane-6-ylcarbamate